FC1=CC=C2CN(C(C2=C1)=O)[C@H]1CN(CCC1)C(=O)OC(C)(C)C (R)-tert-Butyl 3-(6-fluoro-1-oxoisoindolin-2-yl)piperidine-1-carboxylate